COC(/C(=N/OC)/C1=C(C(=CC=C1)C)CO/N=C/1\CCC2=C(C=C(C=C12)F)C(F)(F)F)=O (2E)-2-[2-[[(E)-[6-fluoro-4-(trifluoromethyl)indan-1-ylidene]amino]oxy-methyl]-3-methyl-phenyl]-2-methoxyiminoacetic acid methyl ester